4-[8-(2,6-difluorophenyl)-5-ethyl-3,4,7,9,12-pentazatricyclo[8.4.0.02,6]tetradeca-1(10),2(6),4,7,11,13-hexaen-13-yl]morpholine FC1=C(C(=CC=C1)F)C1=NC=2C(=NNC2C=2C=C(N=CC2N1)N1CCOCC1)CC